OC1=C2C(=CNC2=CC=C1)CC=O 4-hydroxyindole-3-yl-acetaldehyde